C1(CCCCC1)CCC1=CC2=C(S1)C1=CC=3C=CC4=C(SC(=C4)CC(C)C)C3C=C1C=C2 2-(2-cyclohexylethyl)-8-isobutylanthra[1,2-b:5,6-b']dithiophene